N1N=NN=N1 pentazole